(5-chloro-2-nitrophenyl)(phenyl)methanone ClC=1C=CC(=C(C1)C(=O)C1=CC=CC=C1)[N+](=O)[O-]